CC1=CN=C(N=N1)NC1CC(CC1)N N1-(6-methyl-1,2,4-triazin-3-yl)cyclopentane-1,3-diamine